FC(C=1OC=CC1CN)(F)F (2-(trifluoromethyl)furan-3-yl)methylamine